NC1=C(N=NC=C1)C(=O)NC([2H])([2H])[2H] amino-N-(methyl-d3)pyridazine-3-carboxamide